bis[2-(methyldimethoxysilyl)1-phenyl-3-propyl-1,3-propanedione] platinum (II) [Pt+2].C[Si](C(C(=O)C1=CC=CC=C1)C(=O)CCC)(OC)OC.C[Si](C(C(=O)C1=CC=CC=C1)C(=O)CCC)(OC)OC